1-((S)-2-cyclohexyl-7-(4-fluorobenzyl)-2,3-dihydro-1H-pyrido[2,3-b][1,4]oxazin-1-yl)-2-((2R,5R)-2-(((3R,5R)-3,5-dimethylmorpholino)methyl)-5-methylpiperazin-1-yl)ethan-1-one C1(CCCCC1)[C@@H]1N(C2=C(OC1)N=CC(=C2)CC2=CC=C(C=C2)F)C(CN2[C@H](CN[C@@H](C2)C)CN2[C@@H](COC[C@H]2C)C)=O